(7S)-7-cyclopropyl-7-methyl-2-[(3R)-3-methylmorpholin-4-yl]-5,6-dihydropyrazolo[1,5-a]pyrazin-4-one C1(CC1)[C@]1(CNC(C=2N1N=C(C2)N2[C@@H](COCC2)C)=O)C